COC=1C=C(C=CC1OC)C=1OC2=C(C(=C(C(=C2C(C1)=O)OC)OC)OC)OC 2-(3,4-dimethoxyphenyl)-5,6,7,8-tetramethoxy-4H-chromen-4-one